NC1=C2C(=NC=N1)N(N=C2C2=NOC(=C2C2=NC=C(C=N2)N2CC1(CN(C1)C(=O)OC(C)(C)C)C2)C2CC2)C(C)C tert-butyl 6-(2-(3-(4-amino-1-isopropyl-1H-pyrazolo[3,4-d]pyrimidin-3-yl)-5-cyclopropylisoxazol-4-yl)pyrimidin-5-yl)-2,6-diazaspiro[3.3]heptane-2-carboxylate